tri(2-cyanoethyl)amine C(#N)CCN(CCC#N)CCC#N